2-[(3-{5-[(4-chloro-2-fluorophenoxy)methyl]-2-fluorophenyl}-2,5-dihydro-1H-pyrrol-1-yl)methyl]-1-{[(2S)-oxetan-2-yl]methyl}-1H-1,3-benzodiazole-6-carboxylic acid ClC1=CC(=C(OCC=2C=CC(=C(C2)C=2CN(CC2)CC2=NC3=C(N2C[C@H]2OCC2)C=C(C=C3)C(=O)O)F)C=C1)F